C(CN(C(OC1=CC(=C(C=C1)O)O)=O)C)N(C(OC(C)(C)C)=O)C tert-butyl (3,4-dihydroxyphenyl) ethane-1,2-diylbis(methylcarbamate)